hydroxymethoxyvinylbenzene OCOC=CC1=CC=CC=C1